[33-Methyl-2-oxo-7-oxa-1,15,16,17-tetraazaheptacyclo[22.5.3.23,9.118,22.04,8.015,19.027,31]pentatriaconta-3,8,16,18(33),19,21,24,26,31,34-decaen-23-yl]acetic acid CC=1C2=CC=C3C1N=NN3CCCCCC3=C1OCCC1=C(C(N1CCC4=CC=C(C2CC(=O)O)C=C4C1)=O)C=C3